(S)-tert-butyl(2-isothiocyanatopropoxy)diphenylsilane C(C)(C)(C)[Si](C1=CC=CC=C1)(C1=CC=CC=C1)OC[C@H](C)N=C=S